NC1=NNC2=NC=C(C=C21)C2=CC=C(C=C2)[C@@H](C)NC2=C(C(=O)N[C@@H](C)C1=CC=C(C=C1)F)C=C(C=N2)C#N 2-{(R)-1-[4-(3-Amino-1H-pyrazolo[3,4-b]pyridin-5-yl)-phenyl]-ethylamino}-5-cyano-N-[(S)-1-(4-fluoro-phenyl)-ethyl]-nicotinamide